4-(perfluoropropane-2-yl)-2-(trifluoromethyl)aniline 6-(3-amino-3-azabicyclo[3.1.0]hexan-6-yl)-1-(4-methoxyphenyl)-7-oxo-4,5,6,7-tetrahydro-1H-pyrazolo[3,4-c]pyridine-3-carboxylate NN1CC2C(C2C1)N1C(C2=C(CC1)C(=NN2C2=CC=C(C=C2)OC)C(=O)O)=O.FC(C(C(F)(F)F)(C2=CC(=C(N)C=C2)C(F)(F)F)F)(F)F